trans-2-bromo-N-(4-((5-fluoro-4-(3-(2-oxopyridin-1(2H)-yl)phenyl)pyrimidin-2-yl)amino)cyclohexyl)acetamide BrCC(=O)N[C@@H]1CC[C@H](CC1)NC1=NC=C(C(=N1)C1=CC(=CC=C1)N1C(C=CC=C1)=O)F